C(C)(C)C1(NC(=NC(=N1)NC1=CC(=NC=C1)NC(C)C)C1=CC=CC=C1)N 2-isopropyl-N4-(2-(isopropylamino)pyridin-4-yl)-6-phenyl-1,3,5-triazine-2,4-diamine